NC1=NC=NC=2N(C3=CC=C(C=C3C21)NC(=O)OC(C)(C)C)CC(=O)O 2-(4-amino-6-((tert-butoxycarbonyl)amino)-9H-pyrimido[4,5-b]indol-9-yl)acetic acid